(R)-5-amino-3-cyano-1-ethyl-4-(3-hydroxy-2,6-dimethylphenyl)-1H-pyrrolo[2,3-b]pyridine-6-carboxamide NC=1C(=C2C(=NC1C(=O)N)N(C=C2C#N)CC)C2=C(C(=CC=C2C)O)C